ClC=1C(=C(CNCC(=O)O)C=C(C1CC1=C(C(=C(C=C1)O)C(C)C)F)Cl)F (3,5-dichloro-2-fluoro-4-(2-fluoro-4-hydroxy-3-isopropylbenzyl)benzyl)glycine